3-bromo-7-Nitroquinoline BrC=1C=NC2=CC(=CC=C2C1)[N+](=O)[O-]